FC=1C(=CC(=NC1)OC)C1=CC(=NN1COCC[Si](C)(C)C)C(=O)N1C(CC(CC1)C(=O)O)C 1-[5-(5-fluoro-2-methoxypyridin-4-yl)-1-[[2-(trimethylsilyl)ethoxy]methyl]pyrazole-3-carbonyl]-2-methylpiperidine-4-carboxylic acid